benzyl chloride pyridine salt N1=CC=CC=C1.C(C1=CC=CC=C1)Cl